(R)-5-(8-methoxy-[1,2,4]triazolo[1,5-a]pyridin-6-yl)-6-methyl-1-(1-(tetrahydro-2H-pyran-4-yl)piperidin-3-yl)-1,3-dihydro-2H-benzo[d]imidazol-2-one COC=1C=2N(C=C(C1)C1=CC3=C(N(C(N3)=O)[C@H]3CN(CCC3)C3CCOCC3)C=C1C)N=CN2